C(#N)OC1=CC=C(C=C1)C(C)(C)C1=CC=C(C=C1)OC#N 2,2-bis(4-Cyanooxyphenyl)propane